FC1(CCN(CCC1)C=1N=NC(=CC1C(=O)NC=1C=C(C=CC1)[S@@](=O)(C)=NC(OC(C)(C)C)=O)C(F)(F)F)F tert-butyl (S)-((3-(3-(4,4-difluoroazepan-1-yl)-6-(trifluoromethyl)pyridazine-4-carboxamido)phenyl)(methyl)(oxo)-λ6-sulfaneylidene)carbamate